BrC1=CC=C(C[C@H]2CO[C@H](CN2C2CCC(CC2)C=2OC(=CN2)C)CS(=O)(=O)C)C=C1 (2R,5S)-5-(4-Bromobenzyl)-4-(4-(5-methyloxazol-2-yl)cyclohexyl)-2-((methylsulfonyl)methyl)morpholin